6-chloro-2H-pyrido[3,4-d][1,3]oxazine-2,4(1H)-dione ClC1=CC2=C(NC(OC2=O)=O)C=N1